ClC1=CC=NC2=CC=C(C=C12)C1=C(C=C(CNCC(=O)NC)C=C1)F 2-((4-(4-chloroquinolin-6-yl)-3-fluorobenzyl)amino)-N-methylacetamide